CNCC=1C(=C2C=CC=NC2=C(C1)C1=CC=C(C=C1)OC(F)(F)F)CO [6-(methylaminomethyl)-8-[4-(trifluoromethoxy)phenyl]-5-quinolinyl]methanol